N-{[5-chloro-6-(6-fluoro-5-methoxy-2-pyridyl)-2-indolyl]methyl}3-methoxypropionamide ClC=1C=C2C=C(NC2=CC1C1=NC(=C(C=C1)OC)F)CNC(CCOC)=O